N-(3-(1-(4-biphenylyl)vinyl)-5-isopropyl-[1,1'-biphenyl]-4-yl)benzamide C1(=CC=C(C=C1)C(=C)C=1C=C(C=C(C1NC(C1=CC=CC=C1)=O)C(C)C)C1=CC=CC=C1)C1=CC=CC=C1